(hexahydro-1H-pyrrolizin-7a-yl)methanol C1CCN2CCCC12CO